ClC=1N=C(N(C1)C(=O)NCCCC(F)(F)F)OC 4-Chloro-2-methoxy-N-(4,4,4-trifluorobutyl)-1H-imidazole-1-carboxamide